(2-ethyl-7-methoxy-2-methylchroman-8-yl)boronic acid C(C)C1(OC2=C(C(=CC=C2CC1)OC)B(O)O)C